4-bromo-N-(2,4-dimethoxy-6-(4-methoxystyryl)benzyl)-N-phenylbenzamide BrC1=CC=C(C(=O)N(C2=CC=CC=C2)CC2=C(C=C(C=C2C=CC2=CC=C(C=C2)OC)OC)OC)C=C1